COC(CCCC(C)F)=O 5-fluorohexanoic acid methyl ester